N-(4-Chlorobenzyl)-6-((1-(N-(2-hydroxyethyl)-N-methylsulfamoyl)cyclopropyl)methyl)-1-methyl-7-oxo-4,5,6,7-tetrahydro-1H-pyrazolo[3,4-c]pyridine-3-carboxamide ClC1=CC=C(CNC(=O)C2=NN(C=3C(N(CCC32)CC3(CC3)S(N(C)CCO)(=O)=O)=O)C)C=C1